BrC=1C=C(C=CC1OC[C@H](CCl)O)C(C)C 2-(3-bromo-4-((R)-3-chloro-2-hydroxypropoxy)phenyl)propan